C(C1=CC=CC=C1)N1CCN(CC1)C1CC(C1)(F)F 1-benzyl-4-(3,3-difluorocyclobutyl)piperazine